tert-butyl 4-(2-((1R,5S)-3-(3-amino-6-(5-fluoro-2-hydroxyphenyl)pyridazin-4-yl)-3,8-diazabicyclo[3.2.1]octan-8-yl)pyrimidin-4-yl)piperidine-1-carboxylate NC=1N=NC(=CC1N1C[C@H]2CC[C@@H](C1)N2C2=NC=CC(=N2)C2CCN(CC2)C(=O)OC(C)(C)C)C2=C(C=CC(=C2)F)O